2-(((1R,5S,6R)-6-(2-(4-Chloro-2-fluorophenyl)-2-methylbenzo[d][1,3]dioxol-4-yl)-3-azabicyclo[3.1.0]hexan-3-yl)methyl)-1-(((S)-oxetan-2-yl)methyl)-1H-benzo[d]imidazole-6-carboxylic acid ClC1=CC(=C(C=C1)C1(OC2=C(O1)C=CC=C2C2[C@@H]1CN(C[C@H]21)CC2=NC1=C(N2C[C@H]2OCC2)C=C(C=C1)C(=O)O)C)F